FC1=C(C=CC(=C1)S(=O)(=O)C)NN[C@@H](CCC(N)=O)C(=O)O ((2-fluoro-4-(methylsulfonyl)phenyl)amino)-L-glutamine